O=C(C(=O)O)C=1OC=CC1 α-oxofuranacetic acid